ClC=1C(=C(C#N)C=C(C1)C(C)(C1=CC=C(C=C1)OCC1=NC(=NC=C1)S(=O)(=O)C)C)OCCCCO 3-chloro-2-(4-hydroxybutoxy)-5-[1-methyl-1-[4-[(2-methylsulfonylpyrimidin-4-yl)methoxy]phenyl]ethyl]benzonitrile